1-(3-bromophenyl)-3-(4-fluorophenyl)urea BrC=1C=C(C=CC1)NC(=O)NC1=CC=C(C=C1)F